1-(5-bromo-4-methylpyridin-2-yl)prop-2-en-1-one BrC=1C(=CC(=NC1)C(C=C)=O)C